O=C1NC(CCC1OC=1C=CC(=C(C1)C#CCNC(C1=NC=C(C=C1)C=1N=CC2=C(C=CC=C2C1)C1=CC2=C(N(C(N2C)=O)C)C(=C1)C(C)C)=O)C)=O N-(3-(5-((2,6-Dioxopiperidin-3-yl)oxy)-2-methylphenyl)prop-2-yn-1-yl)-5-(8-(7-isopropyl-1,3-dimethyl-2-oxo-2,3-dihydro-1H-benzo[d]imidazol-5-yl)isoquinolin-3-yl)picolinamide